N-((3S,4R)-4-((7-(2,6-dichloro-3,5-dimethoxyphenyl)-5-((tetrahydrofuran-3-yl)amino)-2,6-naphthyridin-3-yl)amino)-1-(1-methyl-1H-pyrazol-4-yl)pyrrolidin-3-yl)acrylamide ClC1=C(C(=C(C=C1OC)OC)Cl)C1=NC(=C2C=C(N=CC2=C1)N[C@H]1[C@H](CN(C1)C=1C=NN(C1)C)NC(C=C)=O)NC1COCC1